3-(5-hydroxy-1-methyl-1H-pyrazol-4-yl)azetidine-1-carboxylic acid tert-butyl ester C(C)(C)(C)OC(=O)N1CC(C1)C=1C=NN(C1O)C